Methyl 3-hydroxy-3-(6-methylpyridin-2-yl)butanoate OC(CC(=O)OC)(C)C1=NC(=CC=C1)C